CC=1C=C(C=C(C1OC=1N=NC(=C(C1)C(C)C)Cl)C)O 3,5-dimethyl-4-((6-chloro-5-isopropylpyridazin-3-yl)oxy)phenol